2-((3-((3,5-dichloro-4-fluorophenyl)difluoromethyl)-1,2,4-oxadiazol-5-yl)methyl)acrylic acid ClC=1C=C(C=C(C1F)Cl)C(C1=NOC(=N1)CC(C(=O)O)=C)(F)F